FC=1C=2CCCC2C(=C2CCCC12)NC(=O)N=S(=O)(N)C=1C=NN2C1OC(C2)COC N'-((8-fluoro-1,2,3,5,6,7-hexahydro-s-indacen-4-yl)carbamoyl)-2-(methoxymethyl)-2,3-dihydropyrazolo[5,1-b]oxazole-7-sulfonimidamide